C1(CC1)C1=CN=C2C(=N1)N(N=C2NCC2=NC1=C(N2)C=CC(=C1)F)C1CCN(CC1)C 6-cyclopropyl-N-[(5-fluoro-1H-benzimidazol-2-yl)methyl]-1-(1-methylpiperidin-4-yl)-1H-pyrazolo[3,4-b]pyrazin-3-amine